OCC(CNC(=O)C=1C=NC2=C(C=CC=C2C1)C1=CCC(CC1)C(F)(F)F)C N-(3-hydroxy-2-methylpropyl)-8-(4-(trifluoromethyl)cyclohex-1-en-1-yl)quinoline-3-carboxamide